FC1=C(CN2C(N(C(C3=C2SC(=C3CN(C)C)C3=CC=C(C=C3)[N+](=O)[O-])=O)C3=CC=C(N=N3)C(=O)NC)=O)C(=CC=C1)F 6-(1-(2,6-difluorobenzyl)-5-((dimethylamino)methyl)-6-(4-nitrophenyl)-2,4-dioxo-1,4-dihydrothieno[2,3-d]pyrimidin-3(2H)-yl)-N-methylpyridazine-3-carboxamide